O=C1NC(CCC1N1C(N(C2=C3CCCN(C3=CC=C21)CCCCC(=O)NC2=CC1=CC(=C(C(=C1C=C2)F)N2S(NC(C2)=O)(=O)=O)O)C)=O)=O 5-[3-(2,6-dioxo-3-piperidyl)-1-methyl-2-oxo-8,9-dihydro-7H-imidazo[4,5-f]quinolin-6-yl]-N-[5-fluoro-7-hydroxy-6-(1,1,4-trioxo-1,2,5-thiadiazolidin-2-yl)-2-naphthyl]pentanamide